3-hydroxypropanaldehyde OCCC=O